Cl.NCCN(C(C)C1=C(C#N)C=CC=C1)CC 2-(1-((2-aminoethyl)(ethyl)amino)ethyl)benzonitrile hydrochloride